COC(C1=CC=C(C=C1)C#CC#C[C@@H]1[C@H](CCC1)OC)=O 4-(((1R,2S)-2-methoxycyclopentyl)butan-1,3-diyne-1-yl)benzoic acid methyl ester